5-((2,4,5-trifluorobenzyl)oxy)-2,3-dihydro-1H-inden-1-one FC1=C(COC=2C=C3CCC(C3=CC2)=O)C=C(C(=C1)F)F